C(#C)C1=CC=C(C=C1)CCC(=O)[O-] 3-(4-ethynylphenyl)propionate